Pyridine iridium [Ir].N1=CC=CC=C1